C(CCCCC(=O)OCC1CC2OC2CC1)(=O)OCC1CC2OC2CC1 bis(7-oxabicyclo[4.1.0]heptan-3-ylmethyl) adipate